OC(C)(C)C1=CC(=C(C(=O)N)C(=C1)C)C 4-(2-hydroxypropan-2-yl)-2,6-dimethylbenzamide